O1CC(=CC1)C1=NC(=NC(=C1)NC1=NNC(=C1)C)N(C1C[C@H]2CCC[C@@H](C1)N2C(=O)OC)C methyl (1R,3s,5S)-3-((4-(2,5-dihydrofuran-3-yl)-6-((5-methyl-1H-pyrazol-3-yl)amino)pyrimidin-2-yl)(methyl)amino)-9-azabicyclo[3.3.1]nonane-9-carboxylate